(S)-1-(2-ethynylthiazol-4-yl)-3-(3-hydroxy-1-oxo-1-(8-azaspiro[4.5]decan-8-yl)propan-2-yl)urea C(#C)C=1SC=C(N1)NC(=O)N[C@H](C(N1CCC2(CCCC2)CC1)=O)CO